C(C)(C)(C)OC(=O)N1C[C@@H](C[C@@H](C1)C(NCC(C)C)=O)C(=O)O |r| (3RS,5SR)-1-(tert-Butoxycarbonyl)-5-(isobutylcarbamoyl)piperidine-3-carboxylic acid